2-oxoethoxylacetate O=CCOCC(=O)[O-]